FC1=C(C=CC=2N=CSC21)NC2=NC=NC1=CC(=CC(=C21)OC(C)C2COC2)C=2C=NN(C2)C 7-fluoro-N-(7-(1-methyl-1H-pyrazol-4-yl)-5-(1-(oxetan-3-yl)ethoxy)quinazolin-4-yl)benzo[d]thiazol-6-amine